FC(C(=O)O)(F)F.CN1C=NC=C1 N-methyl-imidazole trifluoroacetate